ClC1=C2C=CNC2=CC(=C1)NC1=NC2=C(N1)C=CC(=C2)C=2C=NN(C2)C2CCCC2 N-(4-chloro-1H-indol-6-yl)-5-(1-cyclopentyl-1H-pyrazol-4-yl)-1H-1,3-benzodiazol-2-amine